Zinc diacetate C(C)(=O)[O-].C(C)(=O)[O-].[Zn+2]